ClC=1C(=CC2=C([C@@H]([C@](O2)(C2=NC=CC=C2)CNC2CCC(CC2)(C)O)C)C1C1=C(C(=O)N)C=CC(=C1F)OCCOC)F 2-((2R,3S,4R)-5-Chloro-6-fluoro-2-((((trans)-4-hydroxy-4-methylcyclohexyl)amino)methyl)-3-methyl-2-(pyridin-2-yl)-2,3-dihydrobenzofuran-4-yl)-3-fluoro-4-(2-methoxyethoxy)benzamide